(2R,4S)-tert-butyl 4-(5-bromo-7-(trifluoromethyl)-2H-benzo[b][1,4]oxazin-4(3H)-yl)-2-(hydroxymethyl)-2-methylpyrrolidine-1-carboxylate BrC1=CC(=CC=2OCCN(C21)[C@H]2C[C@](N(C2)C(=O)OC(C)(C)C)(C)CO)C(F)(F)F